N1(N=NC2=C1C=CC=C2)C(CC2CC2)=O 1-(benzotriazol-1-yl)-2-cyclopropyl-ethanone